(2R,3'S)-2-(Methoxymethyl)-1,3'-bipyrrolidine COC[C@@H]1N(CCC1)[C@@H]1CNCC1